(S)-N8-(3-chloro-5-(trifluoromethyl)phenyl)-N2-cyclobutyl-9-(pyrrolidin-3-yl)-9H-purine-2,8-diamine ClC=1C=C(C=C(C1)C(F)(F)F)NC=1N(C2=NC(=NC=C2N1)NC1CCC1)[C@@H]1CNCC1